isostearamidopropyl-dimethylamine C(CCCCCCCCCCCCCCC(C)C)(=O)NCCCN(C)C